C(CCCC)SSCCC(=O)N(CCCN1CCCC1)C(CCCCCCCCC(=O)OCC(CCCCCC)CCCCCC)CCCCCCCCC(=O)OCC(CCCCCC)CCCCCC bis(2-hexyloctyl) 10-(3-(pentyldisulfaneyl)-N-(3-(pyrrolidin-1-yl)propyl)propanamido)nonadecanedioate